NC(C(C(CC1=CC=CC=C1)NC(=O)C=1C(=NN(C1)C)C1CCCCC1)=O)=O N-(4-AMINO-3,4-DIOXO-1-PHENYLBUTAN-2-YL)-3-CYCLOHEXYL-1-METHYL-1H-PYRAZOLE-4-CARBOXAMIDE